FC=1C=C2C(=CNC2=CC1F)NC(=O)C1=NN2C(CN(CC2)C(=O)OC(C)(C)C)=C1 tert-butyl 2-[(5,6-difluoro-1H-indol-3-yl)carbamoyl]-4H,5H,6H,7H-pyrazolo[1,5-a]pyrazine-5-carboxylate